C(CC1=CC=CC=C1)NC=1N=CC2=C(NC(OC2)=O)N1 7-phenethylamino-4H-pyrimido[4,5-D][1,3]oxazin-2-one